C(C)OC(\C=C\C=1C=NC(=C(C1)Br)C)=O (E)-3-(5-bromo-6-methylpyridin-3-yl)acrylic acid ethyl ester